C1CC12CN(CC2)CC2=CC(=NC(=N2)C2CC2)C(=O)O 6-(5-azaspiro[2.4]hept-5-ylmethyl)-2-cyclopropylpyrimidine-4-carboxylic acid